6-amino-1-(2,2,2-trifluoroethyl)-1H-imidazo[4,5-c]pyridine-2-carbonitrile NC1=CC2=C(C=N1)N=C(N2CC(F)(F)F)C#N